2,5-difluorophenylalanine FC1=C(C[C@H](N)C(=O)O)C=C(C=C1)F